C1(=CC=CC2=CC=CC=C12)[C@@H](C)NC(C1=CC(=CC=C1)C(=O)N1CCNCC1)=O (R)-N-(1-(naphthalen-1-yl)ethyl)-3-(piperazine-1-carbonyl)benzamide